C(CCC)NC=1C2=C(N=C(N1)NC(OC)=O)C=NN2CC2=C(C=CC(=C2)CO)OC methyl (7-(butylamino)-1-(5-(hydroxymethyl)-2-methoxybenzyl)-1H-pyrazolo[4,3-d]pyrimidin-5-yl)carbamate